(4-Methyl-1,5-diphenyl-1H-pyrazol-3-yl)(piperidin-1-yl)methanone CC=1C(=NN(C1C1=CC=CC=C1)C1=CC=CC=C1)C(=O)N1CCCCC1